2-[[6-[[5-Chloro-2-[8-[3-(2,4-dioxohexahydropyrimidin-1-yl)-1-methyl-indazol-6-yl]-2,8-diazaspiro[4.5]decan-2-yl]pyrimidin-4-yl]amino]-1-methyl-2-oxo-3-quinolyl]oxy]-N-methyl-acetamide ClC=1C(=NC(=NC1)N1CC2(CC1)CCN(CC2)C2=CC=C1C(=NN(C1=C2)C)N2C(NC(CC2)=O)=O)NC=2C=C1C=C(C(N(C1=CC2)C)=O)OCC(=O)NC